[Br-].C(C)(C)C1=C(C(=CC=C1)C(C)C)[N+]1=CN(C=C1)CC1=NC=CC=C1 3-(2,6-diisopropylphenyl)-1-(2-pyridinylmethyl)-imidazolium bromide